BrC=1C(=CC(=C(C#N)C1)F)CBr 5-Bromo-4-(bromomethyl)-2-fluorobenzonitrile